2-(7-(2-methyl-4-(6-(trifluoromethyl)quinazolin-2-yl)phenyl)-8-oxo-5,6,7,8-tetrahydro-2H-pyrazolo[3,4-f][1,4]oxazepin-2-yl)acetamide CC1=C(C=CC(=C1)C1=NC2=CC=C(C=C2C=N1)C(F)(F)F)N1CCOC=2C(C1=O)=NN(C2)CC(=O)N